CS(=O)(=O)C=1C=C(C=CC1)NC(=O)C1=C(N=NC(=C1)C(F)(F)F)OC1=CC(=C(C(=C1)F)F)F N-(3-(methylsulfonyl)phenyl)-6-(trifluoromethyl)-3-(3,4,5-trifluorophenoxy)pyridazine-4-carboxamide